ClC1=C2C=CN(C2=CC(=C1)NC1=NC(=CC(=C1)Cl)C#N)C(=O)OC(C)(C)C tert-butyl 4-chloro-6-[(4-chloro-6-cyano-2-pyridyl)amino]indole-1-carboxylate